C1(CCCC1)CCNC(=O)C=1C=C(C(=NC1)C)NC(=O)C=1C=C2C(=NC1)NC(=C2)C=2C=NN(C2)C N-(5-((2-cyclopentylethyl)carbamoyl)-2-methylpyridin-3-yl)-2-(1-methyl-1H-pyrazol-4-yl)-1H-pyrrolo[2,3-b]pyridine-5-carboxamide